5-(tertbutoxycarbonyl)-2-((2-(trimethylsilyl)ethoxy)methyl)-4,5,6,7-tetrahydro-2H-pyrazolo[4,3-c]pyridine-3-carboxylic acid C(C)(C)(C)OC(=O)N1CC=2C(CC1)=NN(C2C(=O)O)COCC[Si](C)(C)C